[5-[piperidin-3-yl]pyridin-2-yl]pyrimidin-2-amine N1CC(CCC1)C=1C=CC(=NC1)C1=NC(=NC=C1)N